ClC1=CC2=C(N(C(N=C2N2[C@H](CN(CC2)C(C=C)=O)C)=O)C2=C(C=NN2C(C)C)C)N=C1C1=C(C=CC=C1)F 6-chloro-7-(2-fluoro-phenyl)-1-(4-methyl-1-(2-propanyl)-1H-pyrazol-5-yl)-4-((2S)-2-methyl-4-(2-propenoyl)-1-piperazinyl)pyrido-[2,3-d]pyrimidin-2(1H)-one